((7R)-7-amino-2-azabicyclo[2.2.1]hept-2-yl)(2-(1-(cyclopropylmethyl)-1H-pyrrolo[2,3-b]pyridin-2-yl)-4-methoxy-3-methylpyrazolo[1,5-a]pyrazin-6-yl)methanone N[C@H]1C2N(CC1CC2)C(=O)C=2N=C(C=1N(C2)N=C(C1C)C1=CC=2C(=NC=CC2)N1CC1CC1)OC